tert-butyl 3-[7-chloro-2-(2,2-dimethoxyethoxy)-8-fluoro-pyrido[4,3-d]pyrimidin-4-yl]-3,8-diazabicyclo[3.2.1]octane-8-carboxylate ClC1=C(C=2N=C(N=C(C2C=N1)N1CC2CCC(C1)N2C(=O)OC(C)(C)C)OCC(OC)OC)F